ClC=1C=C(C(=O)N/N=C(\C)/C2=NC=CC=C2)C=CC1Cl (E)-3,4-dichloro-N'-(1-(pyridin-2-yl)ethylidene)benzohydrazide